ClC1=CC(=C(C(=O)NC=2C=CC(=NC2)C(=O)O)C=C1Cl)OC1=CC=C(C=C1)OC(F)(F)F 5-(4,5-dichloro-2-(4-(trifluoromethoxy)phenoxy)benzamido)picolinic acid